hexahydropyrrolo[3,4-c]pyrrole C1C2CNC=C2CN1